C(=O)(O)CCC1=CC(=C(OCC[C@@H]([C@H](CCOC2=C(C=C(NC3=C(C(=O)O)C=CC=C3)C=C2Cl)Cl)O)O)C(=C1)Cl)Cl 2-[4-[(3S,4S)-6-[4-(2-carboxyethyl)-2,6-dichloro-phenoxy]-3,4-dihydroxy-hexoxy]-3,5-dichloro-anilino]benzoic acid